FC1=C(OC2=C(C=C(C=C2)NS(=O)(=O)CC)C2=CC(=[N+](C(=C2)C)[O-])COC)C=CC(=C1)F 4-(2-(2,4-Difluorophenoxy)-5-(ethylsulfonylamino)phenyl)-2-(methoxymethyl)-6-methylpyridine 1-oxide